ClCC=1N=C(N(C1)C=1C=CC=2N(C1)C(=CN2)C#N)C2=NC(=CC=C2)C 6-(4-(chloromethyl)-2-(6-methylpyridin-2-yl)-1H-imidazol-1-yl)imidazo[1,2-a]pyridine-3-carbonitrile